The molecule is a deuterated compound that is is an isotopologue of glycine in which all five hydrogen atoms have been replaced by deuterium. It is a deuterated compound and a glycine. [2H]C([2H])(C(=O)O[2H])N([2H])[2H]